5-((R)-1-(((S)-tert-butylsulfinyl)amino)-2-methylpropyl)-N-hydroxythiophene-3-carboxamidine C(C)(C)(C)[S@](=O)N[C@H](C(C)C)C1=CC(=CS1)C(=N)NO